6-((1S,2S)-2-(1H-pyrazol-1-yl)cyclobutyl)-4-oxo-1-((S)-1-(tetrahydro-2H-pyran-4-yl)ethyl)-4,5-dihydro-1H-pyrazolo[3,4-d]pyrimidine-3-carbonitrile N1(N=CC=C1)[C@@H]1[C@H](CC1)C=1NC(C2=C(N1)N(N=C2C#N)[C@@H](C)C2CCOCC2)=O